1-(3-(4-(3-(thiophen-2-yl)propenoyl)phenoxy)piperidin-4-yl)ethanesulfonamide S1C(=CC=C1)C=CC(=O)C1=CC=C(OC2CNCCC2C(C)S(=O)(=O)N)C=C1